(S,E)-N-[2-(7-Fluorobenzo[d]isoxazol-3-yl)benzylidene]-2-methylpropane-2-sulfinamide FC1=CC=CC=2C(=NOC21)C2=C(\C=N\[S@@](=O)C(C)(C)C)C=CC=C2